COC=1C(=CC2=C(N=C(S2)NC(C(OC2=CC=CC3=CC=CC=C23)C2=CC=C(C=C2)S(=O)(=O)CC)=O)C1)OC N-(5,6-Dimethoxy-benzothiazol-2-yl)-2-(4-ethanesulfonyl-phenyl)-2-(naphthalen-1-yloxy)-acetamide